N-(3-chloro-5-isocyanatophenyl)-2-phenylacetamide ClC=1C=C(C=C(C1)N=C=O)NC(CC1=CC=CC=C1)=O